2'-anilino-6'-(N-ethyl-N-isopentylamino)-3'-methylspiro[phthalide-3,9'-[9H]xanthen] N(C1=CC=CC=C1)C1=CC=2C3(C4=CC=C(C=C4OC2C=C1C)N(CCC(C)C)CC)OC(=O)C1=CC=CC=C13